[Cu].[Na].ClC1=C(C=CC(=C1)C(F)(F)F)N1CCC(CC1)(C(=O)N[C@H](CN(C)C)C)C=1C=CC(=NC1)C=1C(=NC=CC1)OC 1-[2-chloro-4-(trifluoromethyl)phenyl]-N-[(2S)-1-(dimethylamino)propan-2-yl]-4-{2'-methoxy-[2,3'-bipyridin]-5-yl}piperidine-4-carboxamide sodium copper salt